CC(C=C(C)C1=CC=C(C=C1)O)(CC(C)(C1=CC=C(C=C1)O)C)C1=CC=C(C=C1)O 4,6-dimethyl-2,4,6-tri-(4-hydroxyphenyl)-hept-2-ene